C(C)C(CCCNN)(CCCC)C 4-ethyl-4-methyl-amino-1-octylamine